pentaerythritol β-dodecylthiopropionate C(CCCCCCCCCCC)C(C(=S)O)C.C([C@H](O)[C@H](O)CO)O.C([C@H](O)[C@H](O)CO)O.C([C@H](O)[C@H](O)CO)O.C([C@H](O)[C@H](O)CO)O.C([C@H](O)[C@H](O)CO)O